O1CCN(CC1)CCCCCCSC=1C=C2CN(C(C2=CC1)=O)C1C(NC(CC1)=O)=O 3-(5-((6-morpholinohexyl)thio)-1-oxoisoindolin-2-yl)piperidine-2,6-dione